O1C=CC=2C1=CN=C(C2)C#CC2=C1C=C(N=CC1=C(N=C2)NC)NC(=O)C2CC2 N-(5-(furo[2,3-c]pyridin-5-ylethynyl)-8-(methylamino)-2,7-naphthyridin-3-yl)cyclopropanecarboxamide